4-(4-acetamidobenzamido)phenyl sulfurofluoridate S(OC1=CC=C(C=C1)NC(C1=CC=C(C=C1)NC(C)=O)=O)(=O)(=O)F